CC1=CC=CC(=N1)C1=NC=CC(=N1)C=1C(=NC(=NC1)NC=1C=NN(C1)CCN1CCOCC1)N (2-(6-methylpyridin-2-yl)pyrimidin-4-yl)-N2-(1-(2-morpholinoethyl)-1H-pyrazol-4-yl)pyrimidine-2,4-diamine